[SiH2]1C=C1 Monosilirene